C(C)OC(=O)[C@@]1(C(N(CCC1)C(C1=CC=CC=C1)=O)=O)CC=CC1=CC=C(C=C1)C (R)-3-(3-(p-tolyl)allyl)-1-benzoyl-2-oxopiperidine-3-carboxylic acid ethyl ester